[Si](C)(C)(C(C)(C)C)OCC(CC1=NN(C=C1B1OC(C(O1)(C)C)(C)C)COCC[Si](C)(C)C)(C)C 3-(3-((tert-butyldimethylsilyl)oxy)-2,2-dimethylpropyl)-4-(4,4,5,5-tetramethyl-1,3,2-dioxaborolan-2-yl)-1-((2-(trimethylsilyl)ethoxy)methyl)1H-pyrazole